(3-methylcyclobutyl)methanamine hydrochloride Cl.CC1CC(C1)CN